1,1-dichloro-3,3-dipropyl-1,3-disilacyclohexane Cl[Si]1(C[Si](CCC1)(CCC)CCC)Cl